BrC=1C2=CC=CC(=C2C=2C(=CC=CC2C1)Cl)Cl 9-bromo-4,5-dichlorophenanthrene